4-isopropylcyclohexen C(C)(C)C1CC=CCC1